(2-chloropyridin-3-yl)boric acid ClC1=NC=CC=C1OB(O)O